Cl.C1(CCCCC1)[C@@H]1C[C@H](NC1)C(=O)N[C@H](C(=O)OC)C[C@H]1C(NCC1)=O (S)-methyl 2-((2S,4S)-4-cyclohexylpyrrolidine-2-carboxamido)-3-((S)-2-oxopyrrolidin-3-yl)propanoate hydrochloride